ClC1=CN=C2C(=N1)N(C(=C2C#N)F)C(C)C2=C(C=C(C=C2)Cl)Cl 3-chloro-5-(1-(2,4-dichlorophenyl)ethyl)-6-fluoro-5H-pyrrolo[2,3-b]pyrazine-7-carbonitrile